(2s,5r)-4-((5-cyclopropyl-4H-1,2,4-triazol-3-yl)(4-fluorophenyl)methyl)-2,5-dimethylpiperazine-1-carboxylic acid tert-butyl ester C(C)(C)(C)OC(=O)N1[C@H](CN([C@@H](C1)C)C(C1=CC=C(C=C1)F)C1=NN=C(N1)C1CC1)C